COCCOC1=CC2=C(C(C=3N(C4=CC(=CC=C4C3C2=O)C#N)CCOC)(C)C)C=C1N1CCC(CC1)N1CCOCC1 9-(2-Methoxy-ethoxy)-5-(2-methoxy-ethyl)-6,6-dimethyl-8-(4-morpholin-4-yl-piperidin-1-yl)-11-oxo-6,11-dihydro-5H-benzo[b]carbazole-3-carbonitrile